rac-tert-Butyl 4,4-difluoro-3-(4-(methoxycarbonyl)-2-methylphenyl)piperidine-1-carboxylate FC1([C@@H](CN(CC1)C(=O)OC(C)(C)C)C1=C(C=C(C=C1)C(=O)OC)C)F |r|